BrC=1C=C(C=2N(C1)C=C(N2)C(=O)N2C[C@H]([C@@]1(CC2)NCC2=CC=CC=C2C1)O)C(=O)NC 6-bromo-2-((3R,3'R)-3'-hydroxy-1,4-dihydro-2H-spiro[isoquinoline-3,4'-piperidine]-1'-carbonyl)-N-methylimidazo[1,2-a]pyridine-8-carboxamide